C(#N)C1=CC=C(COC2=CC=CC(=N2)C2=CC(=C(CC=3N(C4=C(N3)SC(=C4)C(=O)O)C[C@H]4OCC4)C=C2F)F)C=C1 (S)-2-(4-(6-((4-cyanobenzyl)oxy)pyridin-2-yl)-2,5-difluorobenzyl)-1-(oxetan-2-ylmethyl)-1H-thieno[2,3-d]imidazole-5-carboxylic acid